O1CC(=C(C(=C1)CC(=O)O)CC(=O)O)CC(=O)O pyran-3,4,5-triacetic acid